1-(13Z,16Z-docosadienoyl)-2-hexadecanoyl-glycero-3-phosphoserine CCCCCCCCCCCCCCCC(=O)O[C@H](COC(=O)CCCCCCCCCCC/C=C\C/C=C\CCCCC)COP(=O)(O)OC[C@@H](C(=O)O)N